[N+](=O)([O-])C=1C(=NON1)OCC1(COC1)CBr 3-(4-nitrofurazan-3-oxymethyl)-3-bromomethyloxetane